aminothioanisole NC1=C(C=CC=C1)SC